6-(8-((5-(trifluoromethoxy)pyridin-2-yl)sulfonyl)-8-azaspiro[4.5]decan-2-yl)-2-oxa-6-azaspiro[3.3]heptane FC(OC=1C=CC(=NC1)S(=O)(=O)N1CCC2(CCC(C2)N2CC3(COC3)C2)CC1)(F)F